C[C@@H]1[C@@H](CC(NC1)=O)NC (4R,5S)-5-methyl-4-(methylamino)piperidin-2-one